disodium 2-[(3-carboxy-2-oxo-naphthalen-1-yl) diazenyl]-5-methylbenzenesulfonate C(=O)(O)C=1C(C(C2=CC=CC=C2C1)N=NC1=C(C=C(C=C1)C)S(=O)(=O)[O-])=O.[Na+].[Na+].C(=O)(O)C=1C(C(C2=CC=CC=C2C1)N=NC1=C(C=C(C=C1)C)S(=O)(=O)[O-])=O